(R)-3-Hydroxy-1-methyl-3-(3-(2-(6-methyl-1-tosyl-1H-pyrrolo[2,3-b]pyridin-3-yl)thiazol-4-yl)phenyl)pyrrolidin-2-one O[C@@]1(C(N(CC1)C)=O)C1=CC(=CC=C1)C=1N=C(SC1)C1=CN(C2=NC(=CC=C21)C)S(=O)(=O)C2=CC=C(C)C=C2